((2R,3S,5R)-3-((tert-butyldimethylsilyl)oxy)-5-(2-isobutyramido-6-oxo-1,6-dihydro-9H-purin-9-yl)tetrahydrofuran-2-yl)methyl (R)-dimethylphosphoramidochloridate CN([P@](OC[C@H]1O[C@H](C[C@@H]1O[Si](C)(C)C(C)(C)C)N1C=2N=C(NC(C2N=C1)=O)NC(C(C)C)=O)(=O)Cl)C